(((3S,4R)-pyrrolidine-3,4-diyl)bis(oxy))bis(pentane-5,1-diyl) bis(2-hexyldecanoate) C(CCCCC)C(C(=O)OCCCCCO[C@H]1[C@H](CNC1)OCCCCCOC(C(CCCCCCCC)CCCCCC)=O)CCCCCCCC